stearoylmonoglutamic acid C(CCCCCCCCCCCCCCCCC)(=O)N[C@@H](CCC(=O)O)C(=O)O